(7R)-2-(2-aminopyrimidin-4-yl)-3-[(3-chloro-2-methoxyphenyl)amino]-7-[(2R)-1,4-dioxan-2-ylmethyl]-1H,5H,6H,7H-pyrrolo[3,2-c]pyridin-4-one NC1=NC=CC(=N1)C1=C(C=2C(NC[C@H](C2N1)C[C@H]1OCCOC1)=O)NC1=C(C(=CC=C1)Cl)OC